3,7-dibromodibenzothiophenone BrC=1C=CC2=C(S(C3=C2C=CC(=C3)Br)=O)C1